(S)-4-(4-cyanophenoxy)-N-(7-((3-hydroxyoxetan-3-yl)ethynyl)-5-methyl-4-oxo-2,3,4,5-tetrahydrobenzo[b][1,4]oxazepin-3-yl)picolinamide C(#N)C1=CC=C(OC2=CC(=NC=C2)C(=O)N[C@@H]2C(N(C3=C(OC2)C=CC(=C3)C#CC3(COC3)O)C)=O)C=C1